CN(C1CN(CC1)C1=NC2=C(N1C(=O)NCCCC1=CC=CC=C1)C=CC=C2)C (3-(Dimethylamino)pyrrolidin-1-yl)-N-(3-phenylpropyl)-1H-benzo[d]imidazole-1-carboxamide